(N,N-dimethyl-3-aminopropyl)methyldiethoxysilane CN(CCC[Si](OCC)(OCC)C)C